FC1=C(C=C(C(=C1)N1C(CCC1)=O)F)C=1C=CC(=NC1)NC1=CC2=C(OC[C@H]3N2C(CC3)=O)N=C1 (S)-2-((5-(2,5-difluoro-4-(2-oxopyrrolidin-1-yl)phenyl)pyridin-2-yl)amino)-6,6a,7,8-tetrahydro-9H-pyrido[2,3-b]pyrrolo[1,2-d][1,4]oxazin-9-one